(E)-3-[4-hydroxy-2-methoxy-5-(2-methylbut-3-en-2-yl)phenyl]-1-(4-hydroxyphenyl)prop-2-en-1-one OC1=CC(=C(C=C1C(C)(C=C)C)/C=C/C(=O)C1=CC=C(C=C1)O)OC